ClC=1N=C(C2=C(N1)C(=C(O2)C[C@H]([C@H](C)F)NC(OC(C)(C)C)=O)C#C[Si](C)(C)C)NCC=2SC=CC2 tert-butyl N-[(2R,3S)-1-{2-chloro-4-[(thiophen-2-ylmethyl)amino]-7-[2-(trimethylsilyl)ethynyl]furo[3,2-d]pyrimidin-6-yl}-3-fluorobutan-2-yl]carbamate